2-(2,6-Dichlorophenyl)-9-(1-(pyrimidin-2-ylmethyl)-1H-pyrazol-4-yl)imidazo[2,1-f][1,6]naphthyridine-3-carboxamide ClC1=C(C(=CC=C1)Cl)C=1N=C2C=3C=C(C=NC3C=CN2C1C(=O)N)C=1C=NN(C1)CC1=NC=CC=N1